perfluoro-2,4-dimethyl-cyclobutane 2-methoxyethyl-2-(4-tert-butylphenyl)-2-cyano-3-oxo-3-[2-(trifluoromethyl)phenyl]propanoate COCCOC(C(C(C1=C(C=CC=C1)C(F)(F)F)=O)(C#N)C1=CC=C(C=C1)C(C)(C)C)=O.FC1(C(C(C1(C(F)(F)F)F)(F)F)(C(F)(F)F)F)F